1,3,6-benzenetrisulfonyl chloride C1(=CC(=CC=C1S(=O)(=O)Cl)S(=O)(=O)Cl)S(=O)(=O)Cl